FC(CN)([C@@H](C1=CC=C(C=C1)F)F)F (R)-2,2,3-trifluoro-3-(4-fluorophenyl)propan-1-amine